C(C)NS(=O)(=O)C1=CC=C(C(=O)O)C=C1 4-[(ethylamino)sulfonyl]benzoic acid